tert-butyl (3-(4-(2-(4-hydroxylphenyl)propan-2-yl)phenoxy)-2-methylpropyl)carbamate OC1=CC=C(C=C1)C(C)(C)C1=CC=C(OCC(CNC(OC(C)(C)C)=O)C)C=C1